CC=1SC2=C(N1)NC(=C2)C(=O)N[C@@H]2[C@H]([C@H]1C([C@@H](C2)C1)(C)C)C 2-methyl-N-[(1S,2S,3S,5R)-2,6,6-trimethylnorpinan-3-yl]-4H-pyrrolo[2,3-d]thiazole-5-carboxamide